2,2-difluoro-4-phenylbut-3-enoic acid ethyl ester C(C)OC(C(C=CC1=CC=CC=C1)(F)F)=O